2-(1,4,7,10-tetraazacyclododec-2-ylmethyl)isoindole-1,3-dione N1C(CNCCNCCNCC1)CN1C(C2=CC=CC=C2C1=O)=O